C1([C@H](C[C@@H](CC1)C(=C)C)O)=C trans-p-mentha-1(7),8-dien-2-ol